methyl (4R,5S)-5-(dimethylamino)-2-((R)-3-methyl-1-((S)-3-phenyl-2-(pyrazine-2-carboxamido)propanamido) butyl)-6-oxo-1,3,2-dioxaborinane-4-carboxylate CN([C@H]1[C@@H](OB(OC1=O)[C@H](CC(C)C)NC([C@H](CC1=CC=CC=C1)NC(=O)C1=NC=CN=C1)=O)C(=O)OC)C